N-[2,6-difluoro-3-[1-(oxan-2-yl)-5-(4,4,5,5-tetramethyl-1,3,2-dioxaborolan-2-yl)pyrazolo[3,4-b]pyridine-3-carbonyl]phenyl]propane-1-sulfonamide FC1=C(C(=CC=C1C(=O)C1=NN(C2=NC=C(C=C21)B2OC(C(O2)(C)C)(C)C)C2OCCCC2)F)NS(=O)(=O)CCC